N-((3,3-difluorocyclobutyl)(4-fluorophenyl)methyl)-2-(2,6-dioxopiperidin-3-yl)-1-oxoisoindoline-5-carboxamide FC1(CC(C1)C(NC(=O)C=1C=C2CN(C(C2=CC1)=O)C1C(NC(CC1)=O)=O)C1=CC=C(C=C1)F)F